ClC1=CC(=NC=N1)C(=O)N(C)OC 6-chloro-N-methoxy-N-methyl-pyrimidine-4-carboxamide